4-benzyloxy-3,3-dimethylbut-1-yne C(C1=CC=CC=C1)OCC(C#C)(C)C